COC1=CC=C(CN(C2=NC=NN3C2=NC=C3C=3C(=NN(C3)C=3C=C(C=CC3C)NC(C3=CC(=CC=C3)C(F)(F)F)=O)C)CC3=CC=C(C=C3)OC)C=C1 N-(3-(4-(4-(bis(4-methoxybenzyl)amino)imidazo[2,1-f][1,2,4]triazin-7-yl)-3-methyl-1H-pyrazol-1-yl)-4-methylphenyl)-3-(trifluoromethyl)benzamide